5-bromo-6-methyl-1-(tetrahydro-2H-pyran-2-yl)-1H-pyrazolo[4,3-b]pyridine BrC1=C(C=C2C(=N1)C=NN2C2OCCCC2)C